2,2,2-trifluoro-1-[4-[5-(4-fluorophenyl)-6-tetrahydropyran-4-yl-1H-pyrrolo[2,3-f]indazol-7-yl]phenyl]ethanol FC(C(O)C1=CC=C(C=C1)C1=C(N(C=2C=C3C=NNC3=CC21)C2=CC=C(C=C2)F)C2CCOCC2)(F)F